5-fluoro-2-(methyl[5-hydroxyadamantan-2-yl]amino)pyrimidine-4-carboxylate FC=1C(=NC(=NC1)N(C1C2CC3CC(CC1C3)(C2)O)C)C(=O)[O-]